C(CCCCCCCC)(=O)N1CCOCC1 Pelargonic acid morpholide